C(C)(C)(C)OC(=O)N1CCC(CC1)(N1CCC(CC1)O)C(F)(F)F 4-hydroxy-4'-(trifluoromethyl)-[1,4'-bipiperidine]-1'-carboxylic acid tert-butyl ester